2-[4-[[6-oxo-5-(trifluoromethyl)-1-(2-trimethylsilylethoxymethyl)pyridazin-4-yl]amino]pentyl]-6-[5-(trifluoromethyl)-2-pyridyl]isoquinolin-1-one O=C1C(=C(C=NN1COCC[Si](C)(C)C)NC(CCCN1C(C2=CC=C(C=C2C=C1)C1=NC=C(C=C1)C(F)(F)F)=O)C)C(F)(F)F